3-(5-(3-(oxetan-3-ylamino)-7-(pyrrolidin-1-ylmethyl)-1H-pyrazolo[4,3-b]pyridin-5-yl)-1-oxoisoindolin-2-yl)piperidine-2,6-dione O1CC(C1)NC1=NNC=2C1=NC(=CC2CN2CCCC2)C=2C=C1CN(C(C1=CC2)=O)C2C(NC(CC2)=O)=O